methyl 4-[(1S,4S,5R)-[[4-cyclopropyl-1-(2,6-dimethylphenyl)-1H-pyrazol-5-yl]methoxy]-2-azabicyclo[2.2.1]heptan-2-yl]-2-fluorobenzoate C1(CC1)C=1C=NN(C1CO[C@@]12N(C[C@@H](CC1)C2)C2=CC(=C(C(=O)OC)C=C2)F)C2=C(C=CC=C2C)C